NC1(N=NN=N1)C(=O)[O-] 5-Aminotetrazolat